N-(3-(5-(4-cyclobutylphenyl)-1H-pyrrolo[2,3-b]pyridine-3-carbonyl)-2,4-difluorophenyl)-propane-1-sulfonamide C1(CCC1)C1=CC=C(C=C1)C=1C=C2C(=NC1)NC=C2C(=O)C=2C(=C(C=CC2F)NS(=O)(=O)CCC)F